dihydrospiro[cyclopenta[b]pyridine-6,4'-piperidin]-5-amine N1CCC2(CC1)C(=C1C(NCC=C1)=C2)N